C(C)N(CCCCCSC1=C2CN(C(C2=CC=C1)=O)C1C(NC(CC1)=O)=O)CC 3-(4-((5-(diethylamino)pentyl)thio)-1-oxoisoindolin-2-yl)piperidine-2,6-dione